(1R,3S)-3-[7-(6-benzyloxy-3-pyridyl)-6,8-dihydro-5H-[1,2,4]triazolo[4,3-a]pyrazin-3-yl]cyclohexanamine C(C1=CC=CC=C1)OC1=CC=C(C=N1)N1CC=2N(CC1)C(=NN2)[C@@H]2C[C@@H](CCC2)N